CN1CCN(CC1)C=1C=C(CN2CCCC23CCN(CC3)C(=O)N3N=C(C=C3)C(=O)O)C=C(C1)C(F)(F)F 1-(1-(3-(4-methylpiperazin-1-yl)-5-(trifluoromethyl)benzyl)-1,8-diazaspiro[4.5]decane-8-carbonyl)-1H-pyrazole-3-carboxylic acid